NC1=NC=CC(=C1)C1=NC(=CC(=N1)N=S(=O)(C1COC1)C)N1[C@@H](COCC1)C ((2-(2-Aminopyridin-4-yl)-6-((R)-3-methylmorpholino)pyrimidin-4-yl)imino)(methyl)(oxetan-3-yl)-λ6-sulfanone